FC1=C(C=CC=C1F)C(O)C1=CC=CC=C1 (2,3-difluorophenyl)(phenyl)methanol